FC(CN1C(=NC2=C1C=CC=C2C=2C=C(C(=NC2)C(=O)N2CCOCC2)F)C(F)(F)F)F (5-(1-(2,2-difluoroethyl)-2-(trifluoromethyl)-1H-benzimidazol-4-yl)-3-fluoropyridin-2-yl)(morpholin-4-yl)methanone